9-benzyl-8-(2-chloro-4-(2-(piperazin-1-yl)ethoxy)phenyl)-6-(1-methylcyclobutoxy)-9H-purine C(C1=CC=CC=C1)N1C2=NC=NC(=C2N=C1C1=C(C=C(C=C1)OCCN1CCNCC1)Cl)OC1(CCC1)C